N-([1,2,4]triazolo[4,3-a]pyrimidin-3-ylmethyl)-5-(benzyloxy)-2-methylbenzofuran-3-carboxamide N=1N=C(N2C1N=CC=C2)CNC(=O)C2=C(OC1=C2C=C(C=C1)OCC1=CC=CC=C1)C